ethyl 3-[6-([[(2R,3S)-3-[(tert-butoxycarbonyl)amino]-5-carbamoylpentan-2-yl] oxy]methyl)naphthalen-1-yl]propanoate C(C)(C)(C)OC(=O)N[C@H]([C@@H](C)OCC=1C=C2C=CC=C(C2=CC1)CCC(=O)OCC)CCC(N)=O